1-(6-(4-isopropyl-4H-1,2,4-triazol-3-yl)pyridin-2-yl)-3-(5-(2-methylpyrimidine-5-carbonyl)-4,5,6,7-tetrahydrothiazolo[5,4]pyridin-2-yl)urea C(C)(C)N1C(=NN=C1)C1=CC=CC(=N1)NC(=O)NC=1SC=2CCC(NC2N1)C(=O)C=1C=NC(=NC1)C